FC(C1=CN=C(S1)C(=O)N[C@@H]1C[C@@H](CCC1)N1C(=NC2=C1C=NC(=C2)N2N=NC=C2)C2=C(C=CC=C2)F)F 5-(difluoromethyl)-N-((1S,3R)-3-(2-(2-fluorophenyl)-6-(1H-1,2,3-triazol-1-yl)-3H-imidazo[4,5-c]pyridin-3-yl)cyclohexyl)thiazole-2-carboxamide